C(N)(=O)C=1C=CC2=C(N=C(C3=CC=NC=C23)NCCN(C(OC(C)(C)C)=O)CCCCNCC2=CC(=C(C=C2)C2=NC=CN=C2)Cl)C1 tert-Butyl (2-((8-carbamoylbenzo[c][2,6]naphthyridin-5-yl)amino)ethyl)(4-((3-chloro-4-(pyrazin-2-yl)benzyl)amino)butyl)carbamate